4-chloro-2-Methylphenoxypropionate ClC1=CC(=C(OC(C(=O)[O-])C)C=C1)C